N-[3-[[6-(4-hydroxyphenyl)-1-tetrahydropyran-2-yl-indazol-4-yl]oxymethyl]cyclobutyl]carbamic acid tert-butyl ester C(C)(C)(C)OC(NC1CC(C1)COC1=C2C=NN(C2=CC(=C1)C1=CC=C(C=C1)O)C1OCCCC1)=O